2-[4-[1-[(3S)-3-(1H-1,2,4-Triazol-5-yl)pyrrolidine-1-carbonyl]azetidin-3-yl]phenyl]benzamide N1N=CN=C1[C@@H]1CN(CC1)C(=O)N1CC(C1)C1=CC=C(C=C1)C1=C(C(=O)N)C=CC=C1